1-[6-(2-methylbenzoyl)-9-ethylcarbazol-3-yl]-propane-1-one-oxime acetate C(C)(=O)O.CC1=C(C(=O)C=2C=C3C=4C=C(C=CC4N(C3=CC2)CC)C(CC)=NO)C=CC=C1